C12NCC(C1)(C2)C2=NC=1CCCCC1C(N2)=O 2-(2-azabicyclo[2.1.1]hexane-4-yl)-5,6,7,8-tetrahydroquinazolin-4(3H)-one